FC(COC1=CC=CC(=N1)CNC(=O)NCCC1(CC1)C(F)(F)F)(F)F 1-((6-(2,2,2-Trifluoroethoxy)pyridin-2-yl)methyl)-3-(2-(1-(trifluoromethyl)cyclopropyl)ethyl)urea